3-(N-hydroxycarbamimidoyl)-6-fluoro-2H-benzopyran ONC(=N)C=1COC2=C(C1)C=C(C=C2)F